N1-(4-(((2S,4R)-2-Methyl-1-propionyl-1,2,3,4-tetrahydroquinolin-4-yl)amino)phenyl)-N5-(4-(4-oxo-2,3,4,5-tetrahydro-1H-benzo[b][1,4]diazepine-1-carbonyl)phenyl)glutaramide C[C@@H]1N(C2=CC=CC=C2[C@@H](C1)NC1=CC=C(C=C1)NC(CCCC(=O)NC1=CC=C(C=C1)C(=O)N1C2=C(NC(CC1)=O)C=CC=C2)=O)C(CC)=O